C(CCCCC)C(C(=O)OCCCCCCN(CCCCCCOC(C(CCCCCCCC)CCCCCC)=O)CCCCNC(=O)OC(C)(C)C)CCCCCCCC ((4-((tert-butoxycarbonyl)amino)butyl)azanediyl)bis(hexane-6,1-diyl) bis(2-hexyldecanoate)